tert-butyl (R)-4-(tert-butyl)-1,2,3-oxathiazolidine-3-carboxylate 2,2-dioxide C(C)(C)(C)[C@H]1N(S(OC1)(=O)=O)C(=O)OC(C)(C)C